7-(4-(Butylsulfonyl)piperazin-1-yl)-6-chloroquinoline-5,8-dione C(CCC)S(=O)(=O)N1CCN(CC1)C1=C(C(C=2C=CC=NC2C1=O)=O)Cl